trifluoromethyl-pyrimidine-2,4-diamine FC(F)(F)C=1C(=NC(=NC1)N)N